COC(=O)C1=CC(=NC=C1C)O[C@H]1CN([C@@H](CC1)C)C(=O)C1=C(C=CC=C1)N1N=CC=N1.C1(=CC=CC=C1)N(C1=CC=CC=C1)C1=CC=C(C=CC2=CC=C(C=C2)C2=CC=C(C=C2)C=CC2=CC=C(C=C2)N(C2=CC=CC=C2)C2=CC=CC=C2)C=C1 4,4'-bis[4-(N,N-diphenylamino)styryl]biphenyl methyl-5-methyl-2-{[(3R,6R)-6-methyl-1-{[2-(2H-1,2,3-triazol-2-yl)phenyl]carbonyl}piperidin-3-yl]oxy}pyridine-4-carboxylate